CN1CC(C1)(C)[C@@](C=1C=C(C=NC1)C=1N=C(N(N1)C(C)C)C1CCN(CC1)C(CO)=O)(C1=CC=C(C=C1)C(C)C)O 1-[4-(5-{5-[(R)-(1,3-Dimethyl-azetidin-3-yl)-hydroxy-(4-isopropyl-phenyl)-methyl]-pyridin-3-yl}-2-isopropyl-2H-[1,2,4]triazol-3-yl)-piperidin-1-yl]-2-hydroxy-ethanone